C(C)(C)(C)O[C@@H]([C@@H](C(=O)N[C@@H](CC1CCN(CC1)C(=O)OC(C)(C)C)C=O)NC([C@H](CCC1=CC=CC=C1)NC(CCC1=CC=CC=C1)=O)=O)C tert-butyl 4-((S)-2-((2S,3R)-3-(tert-butoxy)-2-((S)-4-phenyl-2-(3-phenylpropanamido)butanamido)butanamido)-3-oxopropyl)piperidine-1-carboxylate